OC[C@@H](C1=CC=C(C=C1)C1=NC=CN=C1)NC(OC(C)(C)C)=O tert-butyl (R)-(2-hydroxy-1-(4-(pyrazin-2-yl)phenyl)ethyl)carbamate